2-((cis-4-((5-(1-(2,2-Difluoroethyl)-1H-benzo[d][1,2,3]triazol-6-yl)-4-methoxypyrrolo[2,1-f][1,2,4]triazin-2-yl)amino)cyclohexyl)oxy)ethan-1-ol FC(CN1N=NC2=C1C=C(C=C2)C=2C=CN1N=C(N=C(C12)OC)N[C@H]1CC[C@H](CC1)OCCO)F